(R)-N-(2-aminoethyl)-1-(2-(4-(3,10-dibromo-8-chloro-6,11-dihydro-5H-benzo[5,6]cyclohepta[1,2-b]pyridin-11-yl)piperidin-1-yl)-2-oxoethyl)piperidine-4-carboxamide NCCNC(=O)C1CCN(CC1)CC(=O)N1CCC(CC1)[C@@H]1C2=C(CCC=3C1=NC=C(C3)Br)C=C(C=C2Br)Cl